(R)-N-(4-methyl-1-oxo-1-(5-(4-(trifluoromethyl)phenyl)-3,4-dihydroisoquinolin-2(1H)-yl)pentan-2-yl)methanesulfonamide CC(C[C@H](C(N1CC2=CC=CC(=C2CC1)C1=CC=C(C=C1)C(F)(F)F)=O)NS(=O)(=O)C)C